COCC1=CC=C(C=C1)C1=CC=C(C=C1)NC(C(C)(OC1=NC=CC=C1)C)=O N-(4'-(methoxymethyl)-[1,1'-biphenyl]-4-yl)-2-methyl-2-(pyridin-2-yloxy)propanamide